N-(3-chloro-4-cyanophenyl)-3-(4-cyano-3-(trifluoromethyl)phenyl)-2-(trifluoromethyl)oxazolidine-5-carboxamide ClC=1C=C(C=CC1C#N)NC(=O)C1CN(C(O1)C(F)(F)F)C1=CC(=C(C=C1)C#N)C(F)(F)F